C1(CC1)C(=C)C1=C(N)C(=CC=C1)C(=C)C1CC1 2,6-bis(1-cyclopropylvinyl)aniline